bis(4-ethoxyphenyl)iodonium Edetate C(N(CC(=O)[O-])CC(=O)[O-])CN(CC(=O)[O-])CC(=O)[O-].C(C)OC1=CC=C(C=C1)[I+]C1=CC=C(C=C1)OCC.C(C)OC1=CC=C(C=C1)[I+]C1=CC=C(C=C1)OCC.C(C)OC1=CC=C(C=C1)[I+]C1=CC=C(C=C1)OCC.C(C)OC1=CC=C(C=C1)[I+]C1=CC=C(C=C1)OCC